FCC1=CCC1 (fluoromethyl)cyclobutene